C(C)(=O)OCCC(C)OC(C)=O 1,3-butanediol diacetate